C(C)C=1C[C@@H]2CC([C@@H]2C1)O (1R,5S)-3-ethylbicyclo[3.2.0]hept-3-en-6-ol